OC1=C(C(=O)[O-])C(=CC(=C1)O)CCC 2,4-dihydroxy-6-propylbenzoate